N1(CCOCC1)C[C@H](C1=CC=CC=C1)NC(OC(C)(C)C)=O tert.-butyl [(1S)-2-(morpholin-4-yl)-1-phenylethyl]carbamate